N-(3-(2-bromo-5-(2-(methylthio)pyrimidin-4-yl)thiazol-4-yl)-2-fluorophenyl)-2,6-difluorobenzenesulfonamide BrC=1SC(=C(N1)C=1C(=C(C=CC1)NS(=O)(=O)C1=C(C=CC=C1F)F)F)C1=NC(=NC=C1)SC